FC(C[Sn](OC(C)(C)C)(OC(C)(C)C)OC(C)(C)C)F 2,2-difluoroethyl-tris(t-butoxy)tin